C(C)(C)(C)OC(=O)N1[C@@H](COCCC1)C1=C(C=C(C=C1)Br)Cl |r| (+-)-3-(4-bromo-2-chloro-phenyl)-1,4-oxazepan-4-carboxylic acid tert-butyl ester